C=1OC=C2N3C=CC4=C(C3=CCC21)C=CC=C4 12H-benzo[a]furo[3,4-f]quinolizin